tert-butyl (3S,4R)-3-amino-4-hydroxypiperidine-1-carboxylate N[C@H]1CN(CC[C@H]1O)C(=O)OC(C)(C)C